2-(4-bromo-2-methoxyphenyl)acetic acid methyl ester COC(CC1=C(C=C(C=C1)Br)OC)=O